ONC(CCCCCCCNC1=CC=C(C=C1)S(=O)(=O)NC(C1=C(C=C(C=C1)NC(C=CC1=C(C=CC=C1)C)=O)OC1=CC=CC=C1)=O)=O N-(4-(8-(hydroxyamino)-8-oxooctylamino)benzenesulfonyl)-2-phenoxy-4-(3-(2-methylphenyl)acryloylamino)benzamide